C(CCCCCCCCCCCCCCCCCC)NC nonadecyl-methylamine